C(CCCC)N(C1=CC=CC=C1)CCCCC N,N-dipentyl-aniline